[N+](=O)([O-])C1=C(C(O)=CC=C1)O NITROCATECHOL